Cl.ClC1=C(C=CC(=C1)C)C=1C=C2C(=NNC2=CC1)NC(=O)[C@H]1CNCCC1 (3R)-N-[5-(2-chloro-4-methylphenyl)-1H-indazol-3-yl]piperidine-3-carboxamide hydrochloride